Methyl 3-(2-methoxypyridin-4-yl)cyclobutane-1-carboxylate COC1=NC=CC(=C1)C1CC(C1)C(=O)OC